C(C)OC1=NC=CC=C1C1=NC(=C(C=C1)N1[C@@H](CN(CC1)C(=O)C=1C(=NC(=CC1)OCC)C(F)(F)F)CC)O[C@@H](CN)C (2R)-2-({2'-ethoxy-5-[(2R)-4-[6-ethoxy-2-(trifluoromethyl)pyridine-3-carbonyl]-2-ethylpiperazin-1-yl]-[2,3'-bipyridin]-6-yl}oxy)propan-1-amine